N-fluorenylmethoxycarbonyl-N,N'-di-tert-butoxycarbonyl-L-arginine C1(=CC=CC=2C3=CC=CC=C3CC12)COC(=O)N([C@@H](CCCN(C(N)=N)C(=O)OC(C)(C)C)C(=O)O)C(=O)OC(C)(C)C